C(C(=O)[O-])(=O)[O-].C(C(=O)O)(=O)[O-].[Cu+2].[K+] potassium copper dioxalate